(3R,6S)-1-(4-amino-6-(3-methylimidazo[1,5-a]pyridin-6-yl)-1,3,5-triazin-2-yl)-6-methyl-N-phenylpiperidine-3-carboxamide NC1=NC(=NC(=N1)C=1C=CC=2N(C1)C(=NC2)C)N2C[C@@H](CC[C@@H]2C)C(=O)NC2=CC=CC=C2